tert-butyl 4-(5-fluoro-2-((2-(trimethylsilyl)ethoxy)methyl)-2H-indazol-6-yl)piperidine-1-carboxylate FC1=CC2=CN(N=C2C=C1C1CCN(CC1)C(=O)OC(C)(C)C)COCC[Si](C)(C)C